C1(CC1)C1=C(C(=NO1)C1=C(C=CC=C1Cl)Cl)CO[C@H]1[C@@H]2CN([C@H](C1)C2)C2=CC=C(C(=O)NS(=O)(=O)C)C=C2 4-[(1S,4S,5R)-5-{[5-cyclopropyl-3-(2,6-dichlorophenyl)-1,2-oxazol-4-yl]methoxy}-2-azabicyclo[2.2.1]heptan-2-yl]-N-methanesulfonylbenzamide